C1(CCCCC1)CC(C(=O)O)(C)O 3-cyclohexyl-2-hydroxy-2-methylpropanoic acid